(E)-β-methylstyrene C\C=C\C1=CC=CC=C1